FC(C)(C)C1NC(OC1=O)=O 4-(2-Fluoropropan-2-yl)oxazolidine-2,5-dione